NC=1SC2=C(N1)C(=C(C(=C2)NC(=O)C2=C(C=C(C1=CC=CC=C21)NS(=O)(=O)C(CO)C)N2CCC1(CC1)CC2)F)N2CCC(CC2)(F)F N-[2-amino-4-(4,4-difluoropiperidin-1-yl)-5-fluoro-1,3-benzothiazol-6-yl]-2-{6-Azaspiro[2.5]octane-6-yl}-4-(1-hydroxypropane-2-sulfonylamino)naphthalene-1-carboxamide